CN1CC2(CN(C2)C(N)=S)C1 6-methyl-2,6-diazaspiro[3.3]heptan-2-carbothioamide